4-((2S,5R)-2,5-Diethyl-4-(1-(4-(trifluoromethyl)phenyl)ethyl)piperazin-1-yl)-6-(difluoromethyl)-1-methylpyrido[3,2-d]pyrimidin C(C)[C@@H]1N(C[C@H](N(C1)C(C)C1=CC=C(C=C1)C(F)(F)F)CC)C=1C2=C(N(CN1)C)C=CC(=N2)C(F)F